2-Amino-9-((2R,3R,5S)-3-hydroxy-5-(hydroxymethyl)tetrahydrofuran-2-yl)-7-(thiophen-2-ylmethyl)-7,9-dihydro-8H-purin-8-on NC1=NC=C2N(C(N(C2=N1)[C@@H]1O[C@@H](C[C@H]1O)CO)=O)CC=1SC=CC1